CC1=CC2=C(NC(=N2)S)C=C1C 5,6-Dimethyl-1H-benzo[d]imidazole-2-thiol